BrC1=C2C(=CN=C1NC1CCC3(C(NC(N3)=O)=O)CC1)OC(=C2)C#N 4-bromo-5-(((5r,8r)-2,4-dioxo-1,3-diazaspiro[4.5]decan-8-yl)amino)furo[2,3-c]pyridine-2-carbonitrile